ethyl 2-(3,4-dichlorophenyl)-1-ethyl-6-[[3-(2-methoxyethoxy)pyrazol-1-yl]methyl]-4-oxo-pyridine-3-carboxylate ClC=1C=C(C=CC1Cl)C=1N(C(=CC(C1C(=O)OCC)=O)CN1N=C(C=C1)OCCOC)CC